C1(=CC=CC=C1)C1CC=NN1C(=O)C1CCN(CC1)C1=CC(=NC=N1)C1=CC=C(C(=O)O)C=C1 4-(6-(4-(5-phenyl-4,5-dihydro-1H-pyrazole-1-carbonyl)piperidin-1-yl)pyrimidin-4-yl)benzoic acid